N-Methyl-7-(2-methyl-2H-1,2,3-triazol-4-yl)-N-(4-methyl-4-azaspiro[2.5]octan-7-yl)-4H-chromeno[3,4-d]thiazol-2-amine CN(C=1SC2=C(N1)COC=1C=C(C=CC12)C1=NN(N=C1)C)C1CCN(C2(CC2)C1)C